5-(4-trifluoromethylbenzyl)-N'-phenyl-1,3,4-oxadiazole-2-carbohydrazide FC(C1=CC=C(CC2=NN=C(O2)C(=O)NNC2=CC=CC=C2)C=C1)(F)F